CN(C1=CC=C(C=C1)N(S(=O)(=O)C=1C=2CCC(C2C(=CC1)OCC1CCOCC1)O)CC(C)C)C N-(4-(dimethylamino)phenyl)-1-hydroxy-N-isobutyl-7-((tetrahydro-2H-pyran-4-yl)methoxy)-2,3-dihydro-1H-indene-4-sulfonamide